N1=NC(CC=C1)C(=O)[O-] pyridazine-3(4H)-carboxylate